C1(CC1)CNC(=O)C1=NNC(=C1)C=1C=C(C=CC1)C=1OC(=CN1)C(=O)NC(CC)CC 2-(3-(3-((cyclopropylmethyl)carbamoyl)-1H-pyrazol-5-yl)phenyl)-N-(pentan-3-yl)oxazole-5-carboxamide